C(#N)C1=CC=C(C2=C1CCO2)C2C(=C(NC1=C(C=NC(=C21)OC2CCCC2)C)C)C(=O)O 4-(4-cyano-2,3-dihydro-1-benzofuran-7-yl)-5-cyclopentyloxy-2,8-dimethyl-1,4-dihydro-1,6-naphthyridine-3-carboxylic acid